O=C1NC(CCC1NC1=CC(=C(C=C1)N1CCC(CC1)(C(=O)O)O)F)=O 1-[4-[[2,6-dioxo-3-piperidyl]amino]-2-fluoro-phenyl]-4-hydroxy-piperidine-4-carboxylic acid